2,4-dichloro-5-trifluoromethylaniline ClC1=C(N)C=C(C(=C1)Cl)C(F)(F)F